C1(CC1)N(CCNC(OC(C)(C)C)=O)C(C)C=1SC=C(C1F)C#C[Si](C(C)C)(C(C)C)C(C)C tert-butyl N-[2-[cyclopropyl-[1-[3-fluoro-4-(2-triisopropylsilylethynyl)-2-thienyl]ethyl]amino]ethyl]carbamate